NC1=NC2=C(C=3N1N=C(N3)C=3OC=CC3)C=NN2[C@@](C(=O)NC2CCC(CC2)(C)O)(C)C2=CC=CC=C2 (S)-2-(5-amino-2-(furan-2-yl)-7H-pyrazolo[4,3-e][1,2,4]triazolo[1,5-c]pyrimidin-7-yl)-(cis)-N-(4-hydroxy-4-methylcyclohexyl)-2-phenylpropanamide